C(C)OC(=O)C1=CC2=C(S1)C=C(C=C2)S(=O)(=O)Cl 6-(chlorosulfonyl)benzo[b]thiophene-2-carboxylic acid ethyl ester